C(C)C1=CNC2=NC=C(C=C21)C=2C=CC(=C(C2)P(C)(C)=O)C (5-(3-ethyl-1H-pyrrolo[2,3-b]pyridin-5-yl)-2-methylphenyl)dimethylphosphine oxide